3-bromo-1-(2,2,2-trifluoroethyl)pyrazole-4-carboxylic acid benzyl ester C(C1=CC=CC=C1)OC(=O)C=1C(=NN(C1)CC(F)(F)F)Br